Cl.N1CC(C1)=CC(=O)O AZETIDIN-3-YLIDENEACETIC ACID HYDROCHLORIDE